FC1=C(C=C2C=CC(=NC2=C1)NC1CNCC12CC2)OC 7-fluoro-6-methoxy-N-(5-azaspiro[2.4]heptane-7-yl)quinolin-2-amine